3-methyl-11-(prop-2-yl)-11-azatricyclo[6.2.1.02,7]Undec-2,4,6,9-tetraene hydrochloride Cl.CC1=C2C3C=CC(C2=CC=C1)N3C(C)C